(S)-2-amino-N-methyl-3-phenyl-propionamide hydrochloride Cl.N[C@H](C(=O)NC)CC1=CC=CC=C1